C(C=C)C=1C=CC=2C(C3=CC=CC=C3SC2C1)=O 3-(2-propen-1-yl)thioxanthone